2-bromo-4,6-di-tert-butyl-phenol BrC1=C(C(=CC(=C1)C(C)(C)C)C(C)(C)C)O